1-(quinoxalin-2-yl)-1H-1,2,4-triazole-3,5-diamine N1=C(C=NC2=CC=CC=C12)N1N=C(N=C1N)N